2,2-dimethyl-5,5-dimethoxy-2,5-dihydro-1,3,4-oxadiazole CC1(OC(N=N1)(OC)OC)C